[Si](C1=CC=CC=C1)(C1=CC=CC=C1)(C(C)(C)C)O[C@H]1[C@@](COC1)(C)N1CCC(CC1)N 1-[(3S,4S)-4-[tert-butyl(diphenyl)silyl]oxy-3-methyl-tetrahydrofuran-3-yl]piperidin-4-amine